C(C)(C)(C)OC([C@H](CCC(=O)NCCCCNC(=O)NCCOCCOCC(=O)O)NC(CCCCCCCCCCCCCCCCC(=O)OC(C)(C)C)=O)=O 2-[2-[2-[4-[[(4S)-5-tert-butoxy-4-[(18-tert-butoxy-18-oxo-octadecanoyl)amino]-5-oxo-pentanoyl]amino]butylcarbamoylamino]ethoxy]ethoxy]acetic acid